2-chloro-4-(8-(4-(7-(2-(2,6-dioxopiperidin-3-yl)-1,3-dioxoisoindolin-5-yl)-2,7-diazaspiro[3.5]nonan-2-yl)benzoyl)-2,8-diazaspiro[4.5]decan-2-yl)benzonitrile ClC1=C(C#N)C=CC(=C1)N1CC2(CC1)CCN(CC2)C(C2=CC=C(C=C2)N2CC1(C2)CCN(CC1)C=1C=C2C(N(C(C2=CC1)=O)C1C(NC(CC1)=O)=O)=O)=O